C(CCC)[Sn](C1=CC=C(C=N1)C#N)(CCCC)CCCC 6-tributylstannylpyridine-3-carbonitrile